ethyl (E)-3-[2-fluoro-5-[1-oxo-4-(trifluoromethyl)isoindolin-2-yl]phenyl]but-2-enoate FC1=C(C=C(C=C1)N1C(C2=CC=CC(=C2C1)C(F)(F)F)=O)/C(=C/C(=O)OCC)/C